C1(C=CC=C1)P(C1C=CC=C1)C1C=CC=C1 tri(cyclopentadienyl)phosphine